4-(5-bromo-1-tosyl-1H-pyrrolo[2,3-b]pyridin-3-yl)benzonitrile BrC=1C=C2C(=NC1)N(C=C2C2=CC=C(C#N)C=C2)S(=O)(=O)C2=CC=C(C)C=C2